4-(4-cyano-2-fluorophenyl)-5-methylpyrimidine-2-carboxylic acid methyl ester COC(=O)C1=NC=C(C(=N1)C1=C(C=C(C=C1)C#N)F)C